rel-1-fluoro-N-{5-[(3'-fluoro[1,1'-biphenyl]-3-yl)methyl]-4-oxo-3-(propan-2-yl)-3,4,5,6,7,8-hexahydroquinazolin-6-yl}cyclopropane-1-sulfonamide FC1(CC1)S(=O)(=O)NC1C(C=2C(N(C=NC2CC1)C(C)C)=O)CC=1C=C(C=CC1)C1=CC(=CC=C1)F